C(CCCCC)C1C(C1)COC(CCCCCCCC(CCCCCCCC(=O)OC(CCCCCCCC)CCCCCCCC)=O)=O 9-oxo-heptadecanedioic acid 1-(heptadecane-9-yl) 17-((2-hexylcyclopropyl) methyl) ester